C1=CC(=CC=C1C(=O)CC(=O)C2=C(C=C(C=C2O)O)O)O 2,4,4',6-tetrahydroxydibenzoylmethane